ClC1=C(C=2OCC3N(C2N=C1)CCNC3)F 3-chloro-4-fluoro-6a,7,9,10-tetrahydropyrazino[1,2-d]pyrido[3,2-b][1,4]oxazin